C(C)OC(=O)C1=NN(C(=C1C=COC)Cl)CC1=C(C=CC=C1)F 5-chloro-1-(2-fluorobenzyl)-4-(2-methoxyvinyl)-1H-pyrazole-3-carboxylic acid ethyl ester